methyl 4-amino-1-(6-nitropyridin-3-yl)-7-bromo-2-oxo-1,2-dihydroquinoline-3-carboxylate NC1=C(C(N(C2=CC(=CC=C12)Br)C=1C=NC(=CC1)[N+](=O)[O-])=O)C(=O)OC